C1(=CC=CC=C1)C=CC=CC=O 5-phenyl-2,4-pentadienealdehyde